[Si](C)(C)(C(C)(C)C)OC(CC)C1=CC=CC(=N1)C=O 6-(1-((tert-butyldimethylsilyl)oxy)propyl)pyridine-2-carbaldehyde